C(CCC)N1N=NN=C1C(N1CCN(CC1)C1=C(C=NC=C1Cl)Cl)C1=CC=CC=C1 1-((1-butyl-1H-tetrazol-5-yl)(phenyl)methyl)-4-(3,5-dichloropyridin-4-yl)piperazine